3,5-diphenyl-4-(1-naphthyl)-1,2,4-triazole C1(=CC=CC=C1)C1=NN=C(N1C1=CC=CC2=CC=CC=C12)C1=CC=CC=C1